tributoxysilane zinc [Zn].C(CCC)O[SiH](OCCCC)OCCCC